5-(4-methylpiperazin-1-yl)-1,3,4-thiadiazol-2-amine CN1CCN(CC1)C1=NN=C(S1)N